(((hydroxy)benzylamino)(4-chlorophenyl)methyl)diphenylphosphine oxide ON(CC1=CC=CC=C1)C(C1=CC=C(C=C1)Cl)P(C1=CC=CC=C1)(C1=CC=CC=C1)=O